BrCC1=C(C(=NC=C1)N=C(C1=CC=CC=C1)C1=CC=CC=C1)F N-[4-(bromomethyl)-3-fluoropyridin-2-yl]-1,1-diphenylmethanimine